C1(CC1)N(C(=O)C=1C=CC2=C(OCC(N2)=O)C1)CC1=CC=C(C=C1)C(NC1=CC=C(C=C1)C(NCC1=CC=C(C=C1)S(N)(=O)=O)=O)=O N-cyclopropyl-3-oxo-N-(4-((4-((4-sulfamoylbenzyl)carbamoyl)phenyl)carbamoyl)benzyl)-3,4-dihydro-2H-benzo[b][1,4]oxazine-7-carboxamide